FC1=CC=C(C=C1)N1C(=NC(=C1I)I)C(F)(F)F 1-(4-fluorophenyl)-4,5-diiodo-2-(trifluoromethyl)-1H-imidazole